CS(=O)(=O)O.NS(=O)(=O)C=1C=C(C=CC1)NC1=NC=C(C(=N1)NC1=CC=C(C=C1)CC1=CC=NC=C1)F N2-(3-Aminosulfonylphenyl)-5-fluoro-N4-[4-(4-pyridylmethyl)phenyl]-2,4-pyrimidinediamine Methanesulfonic Acid Salt